4-[2-(4-aminopiperidin-1-yl)-5-(1-methylpyrazolo[4,3-b]pyridin-5-yl)pyrimidin-4-yl]benzonitrile NC1CCN(CC1)C1=NC=C(C(=N1)C1=CC=C(C#N)C=C1)C1=CC=C2C(=N1)C=NN2C